6-(4-methylthiazol-2-yl)imidazo[4,5-b]pyridin CC=1N=C(SC1)C=1C=C2C(=NC1)N=CN2